N-(tert-Butoxycarbonyl)-N-[3-(4-fluorophenyl)propyl]-4-piperidinyl-amine C(C)(C)(C)OC(=O)N(CCCC1=CC=C(C=C1)F)C1CCNCC1